[Mg].[Ta].[Nb].[Pb] lead-niobium tantalum magnesium